C(C)(C)(C)C=1C=CC2=C(N=C(O2)CCl)C1 5-(tert-butyl)-2-(chloromethyl)benzo[d]oxazole